NC1=NC2=C(C=3N1N=C(N3)C=3OC=CC3)SC(N2CCN2CCN(CC2)C=2C(=CC(=C(C(=O)N(CC[S@](=O)C)C)C2)F)F)=O (R)-5-(4-(2-(5-amino-8-(furan-2-yl)-2-oxothiazolo[5,4-e][1,2,4]triazolo[1,5-c]pyrimidin-3(2H)-yl)ethyl)piperazin-1-yl)-2,4-difluoro-N-methyl-N-(2-(methylsulfinyl)ethyl)benzamide